C(C)(C)(C)N(C(O)=O)C1=C(C2=CC=CC=C2C=C1)C1=C(C=CC2=CC=CC=C12)N.C(N)(OC1=C(C2=CC=CC=C2C=C1)C1=C(C=CC2=CC=CC=C12)N)=O (2'-amino-[1,1'-binaphthyl]-2-yl) carbamate tert-butyl-(2'-amino-[1,1'-binaphthyl]-2-yl)carbamate